(3-amino-2-methylpyridin-4-yl)methanol NC=1C(=NC=CC1CO)C